N-(1-(3,4-dichlorobenzyl)-2,3-diketoindol-5-yl)-2-(4-fluorophenyl)acetamide ClC=1C=C(CN2C(C(C3=CC(=CC=C23)NC(CC2=CC=C(C=C2)F)=O)=O)=O)C=CC1Cl